N1(C=NC=C1)CCCN(CCC[Si](OCC)(OCC)OCC)CCC[Si](OCC)(OCC)OCC 3-(1H-imidazol-1-yl)propyl-N,N-bis(3-(triethoxysilyl)propyl)amine